C(C1=CC=CC=C1)OC1=CC=C(C=N1)C=1CN(CCC1)C(C(=O)NC=1SC(=CN1)OC1=CC(=CC=C1)F)=C (S)-2-(6'-(benzyloxy)-5,6-dihydro-[3,3'-bipyridin]-1(2H)-yl)-N-(5-(3-fluorophenoxy)thiazol-2-yl)propenamide